3-chloro-6-fluoro-5-(1-(2-fluorophenyl)ethyl)-4H-benzo[e][1,2,4]thiadiazine 1,1-dioxide ClC1=NS(C2=C(N1)C(=C(C=C2)F)C(C)C2=C(C=CC=C2)F)(=O)=O